BrC1=C(C=C(C=C1)N1CC(=CC=C1)C)Cl 1-(4-bromo-3-chlorophenyl)-3-methylpyridin